5-amino-2-(4-aminophenyl)benzimidazole 2-(2-(2-(prop-2-yn-1-yloxy)ethoxy)ethoxy)ethyl-4-methylbenzenesulfonate C(C#C)OCCOCCOCCOS(=O)(=O)C1=CC=C(C=C1)C.NC1=CC2=C(N=C(N2)C2=CC=C(C=C2)N)C=C1